O=C(NCCOCCOCCOCCOCCOCCOCCOCCOCCOCCOCCOCCNC(OC(C)(C)C)=O)CCCC(NC=1C=NC(=CC1)C=1N=NC(=NN1)C1=NC=CC=C1)=O tert-Butyl (37,41-dioxo-41-((6-(6-(pyridin-2-yl)-1,2,4,5-tetrazin-3-yl)pyridin-3-yl)amino)-3,6,9,12,15,18,21,24,27,30,33-undecaoxa-36-azahentetracontyl)carbamate